FC1=CC=CC(=N1)N1C(N([C@@H](C1)C#N)C1=CN=CC2=CC=CC=C12)=O (S)-1-(6-fluoropyridin-2-yl)-3-(isoquinolin-4-yl)-2-oxoimidazoline-4-carbonitrile